Cl.FC(C)(F)C1(CC1)N 1-(1,1-difluoroethyl)cyclopropylamine hydrochloride